4-[diethoxy(trimethylsiloxy)silyl]methylstyrene C(C)O[Si](O[Si](C)(C)C)(OCC)CC1=CC=C(C=C)C=C1